C(C)(=O)C=1C(=CC=C2C(=CC(OC12)=O)C)[O] [8-acetyl-4-methyl-2-oxo-2H-chromene-7-yl]oxygen